ClCCCCOC1=CC=C2CCC(NC2=C1)=O 7-(4-chlorobutoxy)-1,2,3,4-tetrahydroquinolin-2-one